tri-ethyl citrate C(CC(O)(C(=O)OCC)CC(=O)OCC)(=O)OCC